4,4'-[1,5-pentanediylbis(oxy)]bis(5-methoxy-2-nitrobenzoic acid) C(CCCCOC1=CC(=C(C(=O)O)C=C1OC)[N+](=O)[O-])OC1=CC(=C(C(=O)O)C=C1OC)[N+](=O)[O-]